(R)-2-chloro-6-methyl-4,5,6,7-tetrahydrothiazolo[5,4-c]pyridine 2,2,2-trifluoroacetate FC(C(=O)O)(F)F.ClC=1SC=2CN[C@@H](CC2N1)C